FC=1C=C2C(=NC(=NC2=C(C1C1=C2C(=NNC2=CC(=C1C)C)C)F)OCC1(CC1)CN1C[C@@H](CC1)F)N1C[C@@]2(CC[C@H](C1)N2)C 6,8-difluoro-2-((1-(((R)-3-fluoropyrrolidin-1-yl)methyl)cyclopropyl)methoxy)-4-((1S,5R)-1-methyl-3,8-diazabicyclo[3.2.1]octan-3-yl)-7-(3,5,6-trimethyl-1H-indazol-4-yl)quinazoline